NC1=C2C(=NC=N1)N(N=C2C2=CC=C(C=C2)OC2=CC=CC=C2)C2CCN(CC2)CC2=CC(=NC=C2)NC2C(NC(CC2)=O)=O 3-((4-((4-(4-amino-3-(4-phenoxyphenyl)-1H-pyrazolo[3,4-d]pyrimidin-1-yl)piperidin-1-yl)methyl)pyridin-2-yl)amino)piperidine-2,6-dione